N1N=CC2=CC(=CC=C12)CN1CCC2=CC=C(C=C12)C(=O)NC1=CC(=CC(=C1)C(F)(F)F)N1C=NC(=C1)C 1-((1H-Indazol-5-yl)methyl)-N-(3-(4-methyl-1H-imidazol-1-yl)-5-(trifluoromethyl)phenyl)indolin-6-Carboxamid